1-(6-(4-(1,4-dimethyl-2-(4-(methylsulfonyl)phenyl)-1H-imidazo[4,5-c]pyridin-6-yl)phenyl)-2,6-diazaspiro[3.3]heptan-2-yl)-2-methylpropan-2-ol CN1C(=NC=2C(=NC(=CC21)C2=CC=C(C=C2)N2CC1(CN(C1)CC(C)(O)C)C2)C)C2=CC=C(C=C2)S(=O)(=O)C